5-(4-(3,3-Dimethoxypropyl)piperazin-1-yl)-2-(2,6-dioxopiperidin-3-yl)isoindoline-1,3-dione COC(CCN1CCN(CC1)C=1C=C2C(N(C(C2=CC1)=O)C1C(NC(CC1)=O)=O)=O)OC